chloropentaanimine cobalt [Co].ClC(CCCC)=N